Cl.CC1=C(OC2(CCNCC2)C(=O)OC)C=CC=C1 methyl 4-(2-methylphenoxy)piperidine-4-carboxylate hydrochloride